CN(C1=CC(=C(C=C1)OC)NC([C@@H](NCCO)C)=O)C1=CC(OC2=CC=CC=C12)=O 4-(N-methyl-N-(3-(N-(2-hydroxyethyl)-L-alanylamino)-4-methoxyphenyl)-amino)coumarin